FC1=CC=C(C=C1)C1=NN(C(C=C1)=O)CC(=O)NC1=C2C=CN(C2=CC=C1)C 2-(3-(4-fluorophenyl)-6-oxopyridazin-1(6H)-yl)-N-(1-methyl-1H-indol-4-yl)acetamide